C(C)OC(=O)C=1C(=NN(C1)S(N(C)C)(=O)=O)CC ethyl-1-(dimethylsulfamoyl)pyrazole-4-carboxylic acid ethyl ester